FC1=CC=C(NC1=O)C(=O)O 5-fluoro-6-oxo-1H-pyridine-2-carboxylic acid